Cl.NC=1C(=NC=CC1)NC1=CC(=C(C(=O)N([C@H]2CNCCC2)C2=NC=CC3=CC=CC(=C23)C)C=C1)F (R)-4-((3-aminopyridin-2-yl)amino)-2-fluoro-N-(8-methylisoquinolin-1-yl)-N-(piperidin-3-yl)benzamide hydrochloride salt